C[C@H]1O[C@H](CC(C1)NC1=NC=CC2=C1C(=NN2CC2=CC=C(C=C2)OC)C2=NN(C=C2)C(C)C)C N-((2R,6S)-2,6-dimethyltetrahydro-2H-pyran-4-yl)-3-(1-isopropyl-1H-pyrazol-3-yl)-1-(4-methoxybenzyl)-1H-pyrazolo[4,3-c]pyridin-4-amine